2Z-1-(3,4,5-trichlorophenyl)ethanone ClC=1C=C(C=C(C1Cl)Cl)C(C)=O